4-amino-3-(4-phenoxyphenyl)-1H-pyrazol NC=1C(=NNC1)C1=CC=C(C=C1)OC1=CC=CC=C1